O(C1=CC=CC=C1)C1=CC=C(C=C1)C1=NN(C2=NC=NC(=C21)N)C2CCN(CC2)CC2CN(C2)C2CCNCC2 3-(4-phenoxyphenyl)-1-(1-((1-(piperidin-4-yl)azetidin-3-yl)methyl)piperidin-4-yl)-1H-pyrazolo[3,4-d]pyrimidin-4-amine